C1=CC=C2N1C1=CC=CC=C1NC2C2=C(C=CC1=CC=CC=C21)O 1-(4,5-Dihydropyrrolo[1,2-a]quinoxalin-4-yl)naphthalen-2-ol